C1(CC1)C1=CN(C=2N=CN=C(C21)N2C[C@H](N(C[C@@H]2C)C(=O)OC(C)(C)C)C)S(=O)(=O)C2=CC=C(C)C=C2 tert-Butyl (2R,5S)-4-(5-cyclopropyl-7-tosyl-7H-pyrrolo[2,3-d]pyrimidin-4-yl)-2,5-dimethylpiperazine-1-carboxylate